C(CCO)CC(=O)[O-] The molecule is a hydroxy monocarboxylic acid anion that is the conjugate base of 5-hydroxypentanoic acid. It derives from a valerate. It is a conjugate base of a 5-hydroxypentanoic acid.